C(C)(=O)N1[C@@H](C[C@H](C1)F)C(=O)N[C@@H](C1=CC=CC=C1)C1=NC=C(C=C1)C1CC1 |o1:12| (2S,4R)-1-acetyl-N-[(S) or (R)-(5-cyclopropylpyridin-2-yl)(phenyl)methyl]-4-fluoropyrrolidine-2-carboxamide